The molecule is a cationic C3-cyanine dye with 3-ethylbenzothiazol-2-yl groups at both ends. It has a role as a fluorochrome and an anthelminthic drug. It is a member of benzothiazoles and a benzothiazolium ion. CCN\\1C2=CC=CC=C2S/C1=C\\C=C\\C=C\\C3=[N+](C4=CC=CC=C4S3)CC